(R)-4-(1-(3-fluoropyridin-2-yl)ethoxy)-6-(1-(piperidin-4-yl)-1H-pyrazol-4-yl)pyrazolo[1,5-a]pyridine-3-carbonitrile FC=1C(=NC=CC1)[C@@H](C)OC=1C=2N(C=C(C1)C=1C=NN(C1)C1CCNCC1)N=CC2C#N